C(#N)C1=CC=C(C=N1)CNC(=O)C=1C(=C2C=CC(=NC2=CN1)N1CCN(CC1)C(CCOC)=O)O N-((6-cyanopyridin-3-yl)methyl)-5-hydroxy-2-(4-(3-methoxypropionyl)piperazin-1-yl)-1,7-naphthyridine-6-carboxamide